FC1(CCCC1)CN1N=CC(=C1)C=1C=CC(=NC1C=1C=C2C(N(C(C2=CC1)(C)C)C)=O)C#N 5-(1-((1-fluorocyclopentyl)methyl)-1H-pyrazol-4-yl)-6-(1,1,2-trimethyl-3-oxoisoindolin-5-yl)picolinonitrile